3-(2'-chloro-4-(3-(5-(trifluoromethyl)pyridin-2-yloxy)pyrrolidin-1-yl)biphenyl-3-yl)acrylic acid ethyl ester C(C)OC(C=CC=1C=C(C=CC1N1CC(CC1)OC1=NC=C(C=C1)C(F)(F)F)C1=C(C=CC=C1)Cl)=O